tert-butyl (2R,6S)-4-(1-((5-methoxy-2-methyl-[1,2,4]triazolo[1,5-a]pyrimidin-6-yl)carbamoyl)-2,3-dihydro-1H-pyrrolo[2,3-b]pyridin-4-yl)-2,6-dimethylpiperazine-1-carboxylate COC1=NC=2N(C=C1NC(=O)N1CCC=3C1=NC=CC3N3C[C@H](N([C@H](C3)C)C(=O)OC(C)(C)C)C)N=C(N2)C